tert-butyl 2-(2-(3-bromophenyl)-3-(3-((2-hydroxyethyl)sulfonyl)-2,2-dimethylpropoxy)-2-methylpropanoyl)-1-methylhydrazine-1-carboxylate BrC=1C=C(C=CC1)C(C(=O)NN(C(=O)OC(C)(C)C)C)(COCC(CS(=O)(=O)CCO)(C)C)C